C1(=CC=CC=C1)[O-].[Na+] sodium benzenolate